(S)-5-methyl-1-(1-(4-((1-methylpyrrolidin-3-yl)methyl)benzyl)-1H-indol-5-yl)-1H-pyrazole-3-carboxamide CC1=CC(=NN1C=1C=C2C=CN(C2=CC1)CC1=CC=C(C=C1)C[C@@H]1CN(CC1)C)C(=O)N